3-(4,4,5,5-Tetramethyl-1,3,2-dioxaborolan-2-yl)-2,5-dihydropyrrole-1-carboxylate CC1(OB(OC1(C)C)C=1CN(CC1)C(=O)[O-])C